(R)-(4-(difluoromethyl)-2-(1-hydroxycyclopropyl)oxazol-5-yl)(4-(4-fluoropyrazolo[1,5-a]pyridin-2-yl)-6,7-dihydro-1H-imidazo[4,5-c]pyridin-5(4H)-yl)methanone FC(C=1N=C(OC1C(=O)N1[C@H](C2=C(CC1)NC=N2)C2=NN1C(C(=CC=C1)F)=C2)C2(CC2)O)F